C(C1=CC=CC=C1)C(CCCNC(OC(C)(C)C)=O)C(=O)N1CCC(CC1)(O)CN1C=NC2=CC(=CC=C2C1=O)NC(CN(C)C)=O tert-butyl 4-benzyl-5-(4-((7-(2-(dimethylamino)acetamido)-4-oxoquinazolin-3(4H)-yl)methyl)-4-hydroxypiperidin-1-yl)-5-oxopentylcarbamate